[1-(2,2-difluoroethyl)-7-[4-(4-methylpiperazin-1-yl)anilino]-2-oxo-4H-pyrimido[4,5-d]pyrimidin-3-yl]-8-methoxy-3,4-dihydro-2H-quinoline-1-carboxylic acid tert-butyl ester C(C)(C)(C)OC(=O)N1C(CCC2=CC=CC(=C12)OC)N1C(N(C2=NC(=NC=C2C1)NC1=CC=C(C=C1)N1CCN(CC1)C)CC(F)F)=O